Cl.Cl.OC=1C=C(C=CC1C1=CC2=C(N=N1)N(N=N2)C2CC(NC(C2)(C)C)(C)C)C2=NC=C(C=N2)O 2-{3-hydroxy-4-[3-(2,2,6,6-tetramethylpiperidin-4-yl)-3H-[1,2,3]triazolo[4,5-c]pyridazin-6-yl]phenyl}pyrimidin-5-ol dihydrochloride